4-((1-(4-(2-(3-Aminopyrazin-2-yl)-5-(6-(methoxy-d)pyridin-3-yl)-3H-imidazo[4,5-b]pyridin-3-yl)benzyl)piperidin-4-yl)amino)pyrimidine-2-carbonitrile NC=1C(=NC=CN1)C1=NC=2C(=NC(=CC2)C=2C=NC(=CC2)OC[2H])N1C1=CC=C(CN2CCC(CC2)NC2=NC(=NC=C2)C#N)C=C1